ClC=1C(=CC(=NC1)NC1CCC(CC1)NCCOCCNC(OCC(F)(F)F)=O)C1=NC(=CC=C1)NCC1(CCOCC1)C#N 2,2,2-trifluoroethyl (2-(2-(((1r,4r)-4-((5'-chloro-6-(((4-cyanotetrahydro-2H-pyran-4-yl)methyl)amino)-[2,4'-bipyridin]-2'-yl)amino)cyclohexyl)amino)ethoxy)ethyl)carbamate